FC=1C=C(C=NC1)N1N=C(C=C(C1=O)C(=O)N[C@@H](C)C(C)(C)O)C=1C=NC(=CC1)C(F)(F)F 2-(5-fluoropyridin-3-yl)-N-[(2S)-3-hydroxy-3-methylbutan-2-yl]-3-oxo-6-[6-(trifluoro-methyl)pyridin-3-yl]-2,3-dihydropyridazine-4-carboxamide